C(CCCCCCC)C1CCCNC1 trans-5-octylpiperidine